4-((3-ethyl-1,2,4-oxadiazol-5-yl)methyl)aniline C(C)C1=NOC(=N1)CC1=CC=C(N)C=C1